O=C1NC(CCC1N1C(C2=CC(=C(C=C2C1)CO)F)=O)=O (2-(2,6-dioxopiperidin-3-yl)-6-fluoro-1-oxoisoindoline-5-yl)methanol